ClC=1C=CC(=C(C1)C1=CC(N(C=C1OC)C(C(=O)OC)CC1=CC=CC=C1)=O)[N+](=O)[O-] Methyl 2-(4-(5-Chloro-2-nitrophenyl)-5-methoxy-2-oxopyridin-1(2H)-yl)-3-phenylpropanoate